[O-]CCC.[Ti+4].[O-]CCC.[O-]CCC.[O-]CCC titanium(IV) n-propoxide